2-(methylamino)propionic acid CNC(C(=O)O)C